CC1=CC=C2CCNCC2=C1 7-methyl-1,2,3,4-tetrahydroisoquinoline